C(C1=CC=CC=C1)OC1=C(N2C(C3=C(C=CC=C13)C1=CC(=CC=C1)Cl)=C(C=N2)C(=O)OC)Cl Methyl 6-(benzyloxy)-5-chloro-10-(3-chlorophenyl)pyrazolo[5,1-a]isoquinoline-1-carboxylate